2-(2,4-difluorophenyl)-1-[(2S)-7-methyl-6-(pyrimidin-2-yl)-3,4-dihydro-1H-spiro[1,8-naphthyridine-2,3'-pyrrolidin]-1'-yl]propan-1-one FC1=C(C=CC(=C1)F)C(C(=O)N1C[C@]2(CC1)NC1=NC(=C(C=C1CC2)C2=NC=CC=N2)C)C